C(N)(=O)C1(CCN(CC1)C1=C2N=C(N(C2=NC(=N1)N1C=NC(=C1)C(=O)O)C1=CC=C(C=C1)Cl)C1=C(C=CC=C1)Cl)C 1-[6-(4-carbamoyl-4-methyl-1-piperidinyl)-8-(2-chlorophenyl)-9-(4-chlorophenyl)purin-2-yl]imidazole-4-carboxylic acid